CC1(NC(C2=CC=C(C=C12)NC1=NC=CC(=N1)N[C@H](CO)C1=CC=CC=C1)=O)C 2-[(3,3-dimethyl-1-oxoisoindol-5-yl)amino]-4-[(1S)-2-hydroxy-1-phenylethyl]aminopyrimidine